OC=1C=C(C(=O)O)C=CC1 (3-hydroxy)benzoic acid